ClC=1C(=CC(=NC1)OC)C1=CC(=NN1)C(=O)N1C(CC(CC1)C(=O)NCC1=CC(=CC=C1)Cl)C 1-(5-(5-chloro-2-methoxypyridin-4-yl)-1H-pyrazole-3-carbonyl)-N-(3-chlorobenzyl)-2-methylpiperidine-4-carboxamide